S1C(=CC=C1CO)CO 5-thiophendimethanol